(S)-2-(4-(4-((4-chloro-2-fluorobenzyl)oxy)-5-fluoropyrimidin-2-yl)-2,5-difluorobenzyl)-1-(4,4-dimethyltetrahydrofuran-3-yl)-1H-benzo[d]imidazole-6-carboxylic acid ClC1=CC(=C(COC2=NC(=NC=C2F)C2=CC(=C(CC3=NC4=C(N3[C@@H]3COCC3(C)C)C=C(C=C4)C(=O)O)C=C2F)F)C=C1)F